[Li+].ClC1=C(N=NC(=C1)Cl)C(=O)[O-] 4,6-dichloropyridazine-3-carboxylate lithium